S(=S)([O-])[O-] thiosulfite